NC1=C(C(=NN1C)C1=CCC(C1)C1=C(C=CC=C1)OC)C(=O)NC1=CC(=C(C=C1)F)Cl 5-Amino-N-(3-chloro-4-fluorophenyl)-3-(4-(2-methoxyphenyl)cyclopent-1-en-1-yl)-1-methyl-1H-pyrazole-4-carboxamide